1,2-di-tricosancarbonyl-sn-glycero-3-phosphocholine C(CCCCCCCCCCCCCCCCCCCCCC)C(=O)OC[C@@H](OC(=O)CCCCCCCCCCCCCCCCCCCCCCC)COP(=O)([O-])OCC[N+](C)(C)C